1-tert-butyl-N-{[5-(4-{[(3S,4R)-3-fluoro-1-methylpiperidin-4-yl]amino}-1-(2,2,2-trifluoroethyl)-1H-indol-2-yl)-1,3,4-oxadiazol-2-yl]methyl}-1H-pyrrole-3-carboxamide C(C)(C)(C)N1C=C(C=C1)C(=O)NCC=1OC(=NN1)C=1N(C2=CC=CC(=C2C1)N[C@H]1[C@H](CN(CC1)C)F)CC(F)(F)F